C1=CC(=CC=C1[N+](=O)[O-])O[C@H]2[C@@H]([C@H]([C@H]([C@H](O2)COP(=O)(O)O)O)O)O The molecule is a galactose phosphate that is 4-nitrophenyl beta-D-galactoside substituted at position 6 by a monophosphate group. It has a role as a chromogenic compound. It is a beta-D-galactoside, a galactose phosphate and a C-nitro compound. It derives from a 4-nitrophenol and a beta-D-galactose 6-phosphate.